C(C)(C)N1C(NC=CC1=O)=O 3-isopropylpyrimidine-2,4-dione